CS(=O)(=O)O[C@@H]1[C@@H](N(C1)C(C1=CC=CC=C1)C1=CC=CC=C1)C (2S,3S)-1-benzhydryl-2-methylazetidin-3-yl methanesulfonate